C(#N)C1=CC=CC(=N1)C=1N=C(SC1C)NC(CC1=CC(=C(OC2=NC=CC=C2C(=O)N)C=C1)F)=O 2-(4-(2-((4-(6-cyanopyridin-2-yl)-5-methylthiazol-2-yl)amino)-2-oxoethyl)-2-fluorophenoxy)pyridine-3-carboxamide